CN(C1=CC=C2C=CC(=CC2=C1)/C=C/C=O)C (E)-3-(7-(dimethylamino)naphthalen-2-yl)acrolein